7-amino-2-[3-(3,4-dimethoxyphenyl)-2-methylidene-3-oxopropyl]-4-(1-methyl-1H-indazol-6-yl)-2,3-dihydro-1H-isoindol-1-one NC=1C=CC(=C2CN(C(C12)=O)CC(C(=O)C1=CC(=C(C=C1)OC)OC)=C)C1=CC=C2C=NN(C2=C1)C